C[Si]([N-][Si](C)(C)C)(C)C.C[Si]([N-][Si](C)(C)C)(C)C.[Mg+2].O1C=C(C=C1)C=1C=NC=CC1 3-(furan-3-yl)pyridine magnesium di(hexamethyldisilazide)